Boc-(R)-alanine C(=O)(OC(C)(C)C)N[C@H](C)C(=O)O